OC=1C(=C(C(=C(C(=O)O)O)O)C=CC1)O.CC1(OC=2C(=NC(=CC2)C=2C(=CC(=NC2)NC(C)=O)NC2=NC(=CN(C2=O)C)S(=O)(=O)C)OC1)C N-(5-(2,2-dimethyl-2,3-dihydro-[1,4]dioxino[2,3-b]pyridin-6-yl)-4-((4-methyl-6-(methylsulfonyl)-3-oxo-3,4-dihydropyrazin-2-yl)amino)pyridin-2-yl)acetamide tetrahydroxycinnamat